(3-fluoro-2-vinylphenyl)(methyl)sulfane FC=1C(=C(C=CC1)SC)C=C